C1(CCCCC1)C(CCCCC1=CC=CC=C1)NS(=O)(=O)C1=CC=C(C=C1)C N-(1-cyclohexyl-5-PHENYLPENTYL)-4-methylbenzenesulfonamide